C(C)OC1=C(C(=O)NC2=C3C(N(CC3=CC=C2)[C@H](C)C(C)(C)O)=O)C=CC=N1 (R)-2-ethoxy-N-(2-(3-hydroxy-3-methylbutan-2-yl)-3-oxoisoindolin-4-yl)nicotinamide